5-methyl-aminomethyluracil CC=1C(NC(NC1CN)=O)=O